α-D-Galactopyranosyl-(1→2)-α-D-mannopyranosyl-(1→4)-L-rhamnose [C@H]1([C@H](O)[C@@H](O)[C@@H](O)[C@H](O1)CO)O[C@@H]1[C@H](O[C@@H]([C@H]([C@@H]1O)O)CO)O[C@H]([C@H]([C@H](C=O)O)O)[C@@H](O)C